C(C1=CC=CC=C1)C1CCN(CC1)C(=O)C=1C=C(C=NC1)C1=CC(=NC=C1)C=1NC(=C(N1)C)C 5-[(4-Benzylpiperidin-1-yl)carbonyl]-2'-(4,5-dimethyl-1H-imidazol-2-yl)-3,4'-bipyridine